FC1(C(C1)C1=C(C(=O)N2CC3(C2)CC(C3)OC=3C=CC(=NC3C(=O)N[C@H]3CNCC3)C=3C(=NC=CC3)OCC)C=CC=C1)F 5-({2-[2-(2,2-difluorocyclopropyl)benzoyl]-2-azaspiro[3.3]heptan-6-yl}oxy)-2'-ethoxy-N-[(3R)-pyrrolidin-3-yl]-[2,3'-bipyridine]-6-carboxamide